triallyl-triethoxysilane C(C=C)C(CO[SiH](OCC)OCC)(CC=C)CC=C